Nε-(tert-butoxycarbonyl)-Nα-[(9H-fluoren-9-ylmethoxy)carbonyl]-L-lysine tert-butyl-(S)-9-oxa-2,6-diazaspiro[4.5]decane-2-carboxylate C(C)(C)(C)[C@@H]1N(CCC12NCCOC2)C(=O)O.C(C)(C)(C)OC(=O)NCCCC[C@H](NC(=O)OCC2C1=CC=CC=C1C=1C=CC=CC21)C(=O)O